N-prop-2-enyloxy-2H-triazole C(C=C)ON1NNC=C1